2-(5-fluoro-1H-indol-3-yl)-N,N-dimethylpropan-1-amine FC=1C=C2C(=CNC2=CC1)C(CN(C)C)C